C1(CC1)CN1C2=C(SCC1=O)C=CC(=C2)C(=O)O 4-cyclopropylmethyl-3-oxo-3,4-dihydro-2H-benzo[b][1,4]thiazine-6-carboxylic acid